[I-].CN(C1=CC=C(C=CC=2SC3=C([N+]2C)C=CC=C3)C=C1)C 2-(4-(dimethylamino)styryl)-3-methylbenzo[d]thiazol-3-ium iodide